di((3-ethyl-3-oxetanyl) methyl) ether C(C)C1(COC1)COCC1(COC1)CC